4-diphenylaminobromobenzene C1(=CC=CC=C1)N(C1=CC=C(C=C1)Br)C1=CC=CC=C1